6-[5-[(1S)-1-aminoethyl]-1,2,4-triazol-1-yl]pyridine-3-carbonitrile hydrochloride Cl.N[C@@H](C)C1=NC=NN1C1=CC=C(C=N1)C#N